C(C)(C)(C)OC(N[C@H]1CN(CCC1)C(=O)C=1C=C(C2=C(SC(=C2CCN)C=2N(C3=CC=CC=C3C2)CC2CC2)C1)OC)=O (R)-(1-(3-(2-aminoethyl)-2-(1-(cyclopropylmethyl)-1H-indol-2-yl)-4-methoxybenzo[b]thiophene-6-carbonyl)piperidin-3-yl)carbamic acid tert-butyl ester